1-(3-(4-Methoxyphenyl)-1,2,4-oxadiazol-5-yl)-N-((1-(oxepan-4-yl)pyrrolidin-3-yl)methyl)piperidin-4-carboxamid COC1=CC=C(C=C1)C1=NOC(=N1)N1CCC(CC1)C(=O)NCC1CN(CC1)C1CCOCCC1